NC(CCN(C(CCl)=O)NC(=O)[C@@H](CC(C)C)NC(=O)C=1NC2=CC=CC=C2C1)=O N-[(1R)-1-[[(3-amino-3-oxo-propyl)-(2-chloroacetyl)amino]carbamoyl]-3-methyl-butyl]-1H-indole-2-carboxamide